7-chloroisoquinoline 2-oxide ClC1=CC=C2C=C[N+](=CC2=C1)[O-]